L-3',4'-difluoro-2-chloroacetophenone FC=1C=C(C=CC1F)C(CCl)=O